NC1=CC=C(C(=N1)C1=C(C=C2C(=NC(=NC2=C1)OCC1N(CCC1)C1COC1)N1CCN(CC1)C(C=C)=O)Cl)C(F)(F)F 1-(4-(7-(6-amino-3-(trifluoromethyl)pyridin-2-yl)-6-chloro-2-((1-(oxetan-3-yl)pyrrolidin-2-yl)methoxy)quinazolin-4-yl)piperazin-1-yl)prop-2-en-1-one